[Si]([O-])([O-])(O)O.[OH-].[Fe+3] ferric hydroxide (silicate)